CC1=C2C(=C(NC(C2=CC(=C1)C)=O)C1=CC=CC=C1)C1=CC=CC=C1 5,7-dimethyl-3,4-diphenylisoquinolin-1(2H)-one